rac-(3aR,5R,7S,7aR)-5-(4-fluoro-2-methylphenyl)-1,3,3,7-tetra-methyloctahydrobenzo[c]isoxazole FC1=CC(=C(C=C1)[C@H]1C[C@@H]2[C@H](N(OC2(C)C)C)[C@H](C1)C)C |r|